C(CC)(=O)N1C=C2C[C@H]3N(C[C@H](C(O)=O)C=C3C=3C=CC=C1C32)C 1-propionyl-lysergic acid